3-methylquinazolin-4(3H)-one-6-boronic acid pinacol ester CN1C=NC2=CC=C(C=C2C1=O)B1OC(C)(C)C(C)(C)O1